C(C)(C)(C)OC(=O)N1CCN(CC1)CCCN([C@H]1CCCC=2C=CC=NC12)C[C@@H]1N(CC2=CC=CC(=C2C1)N1CCOCC1)C(=O)OC(C)(C)C tert-butyl (R)-3-(((3-(4-(tert-butoxycarbonyl)piperazin-1-yl)propyl)((S)-5,6,7,8-tetrahydroquinolin-8-yl)amino)methyl)-5-morpholino-3,4-dihydroisoquinoline-2(1H)-carboxylate